(S)-3-amino-3-(4-fluoro-2',4',6'-trimethyl-5-(Trifluoromethyl)-[1,1'-biphenyl]-3-yl)propionate N[C@@H](CC(=O)[O-])C=1C=C(C=C(C1F)C(F)(F)F)C1=C(C=C(C=C1C)C)C